FC(C1(CCOCC1)C(=O)O)(F)F 4-(trifluoromethyl)tetrahydropyran-4-carboxylic acid